tert-butyl (1-hydroxy-3,6,9,12,15,18,21-heptaoxapentacosan-25-yl)carbamate OCCOCCOCCOCCOCCOCCOCCOCCCCNC(OC(C)(C)C)=O